3-bromo-2-chloro-quinolin-7-ol BrC=1C(=NC2=CC(=CC=C2C1)O)Cl